8-Tridecenoic acid C(CCCCCCC=CCCCC)(=O)O